N-[1-(2,6-difluoro-4-methoxyphenyl)-4-[1-(3-hydroxypropanoyl)piperidin-4-yl]-1H-imidazol-2-yl]-4-(difluoromethoxy)benzamide FC1=C(C(=CC(=C1)OC)F)N1C(=NC(=C1)C1CCN(CC1)C(CCO)=O)NC(C1=CC=C(C=C1)OC(F)F)=O